O=C1NC2(C(N1)=O)CCN(CC2)C(=O)OC(C)(C)C Tert-butyl 2,4-dioxo-1,3,8-triazaspiro[4.5]decane-8-carboxylate